strontium aluminide [Al].[Al].[Al].[Al].[Sr]